6-((3-hydroxypropyl)amino)pyrimidin OCCCNC1=CC=NC=N1